OC1=C(/C=C/C(=O)SCCNC(CCNC([C@@H](C(COP(OP(OC[C@@H]2[C@H]([C@H]([C@@H](O2)N2C=NC=3C(N)=NC=NC23)O)OP(=O)(O)O)(=O)O)(=O)O)(C)C)O)=O)=O)C=CC(C1)(O)O 2,4-dihydroxycoumaroyl-coa